2-(2-chloro-6-fluorophenyl)-1-(4-(3-methyl-[1,2,4]triazolo[4,3-b]pyridazin-6-yl)piperazin-1-yl)ethan-1-one ClC1=C(C(=CC=C1)F)CC(=O)N1CCN(CC1)C=1C=CC=2N(N1)C(=NN2)C